(carboxylatomethyl)dimethyl-(octadecyl)ammonium C(=O)([O-])C[N+](CCCCCCCCCCCCCCCCCC)(C)C